2-(((6-cyclopropyl-8-(2-methoxypyridin-3-yl)imidazo[1,2-a]pyridin-2-yl)methyl)carbamoyl)benzoic acid C1(CC1)C=1C=C(C=2N(C1)C=C(N2)CNC(=O)C2=C(C(=O)O)C=CC=C2)C=2C(=NC=CC2)OC